(S)-N-hydroxy-3-(4-methoxyphenyl)-2-(4-((5-phenylthiophene-2-sulfonylamino)methyl)-1H-1,2,3-triazol-1-yl)propanamide ONC([C@H](CC1=CC=C(C=C1)OC)N1N=NC(=C1)CNS(=O)(=O)C=1SC(=CC1)C1=CC=CC=C1)=O